D-N-methyl-cysteine ethyl-α-diazo-α-benzenesulfonylacetate C(C)C1=C(C=CC=C1)S(=O)(=O)C(C(=O)O)=[N+]=[N-].CN[C@@H](CS)C(=O)O